N1=C(CC=2C=NC=CC21)C(=O)N 3H-pyrrolo[3,2-c]pyridine-2-carboxamide